Cl.ClC=1C=C(OCCNC2(CCCC2)C(=O)N[C@@H](C)C23CC(C2)(C3)C(=O)O)C=CC1 3-[(1S)-1-[[1-[2-(3-Chlorophenoxy)ethylamino]cyclopentanecarbonyl]amino]ethyl]bicyclo[1.1.1]pentane-1-carboxylic acid, hydrochloride